5-Bromo-7-(3-(trifluoromethyl)pyrrolidin-1-yl)pyrazolo[1,5-a]pyridine BrC1=CC=2N(C(=C1)N1CC(CC1)C(F)(F)F)N=CC2